C(C)(C)C1=C(C=CC=C1)C1=C2N(C(=NC1=O)NC)C=CC(=C2)C(F)(F)F (2-isopropylphenyl)-1-(methylamino)-6-(trifluoromethyl)-3H-pyrido[1,2-c]Pyrimidin-3-one